2-(cyclohexylsulfanyl)benzo[d]oxazole C1(CCCCC1)SC=1OC2=C(N1)C=CC=C2